2-(4-chloro-5-methyl-6-oxopyridazin-1(6H)-yl)-N-(4-methyl-3-(N-methylsulfamoyl)phenyl)acetamide ClC=1C=NN(C(C1C)=O)CC(=O)NC1=CC(=C(C=C1)C)S(NC)(=O)=O